ClC(=O)N([C@@H]1CC[C@H](CC1)NC(OC(C)(C)C)=O)C1=NC=C(N=C1)C=1C=NC(=NC1)OC tert-butyl (trans-4-((chlorocarbonyl) (5-(2-methoxypyrimidin-5-yl)pyrazin-2-yl)amino)cyclohexyl)carbamate